C(C1=CC=CC=C1)OC=1C=C(C=CC1)N(CCCCCC(=O)[O-])CCCCCC(=O)[O-] [[3-(benzyloxy)phenyl]azanediyl]bis(butane-4,1-diyl)diacetate